NC1=NC2=C(C=3N1N=C(N3)C=3OC=CC3)C=NN2[C@](C(=O)NCC2=NC=CC(=C2)OC)(C)C2=CC=CC=C2 (R)-2-(5-amino-2-(furan-2-yl)-7H-pyrazolo[4,3-e][1,2,4]triazolo[1,5-c]pyrimidin-7-yl)-N-((4-methoxypyridin-2-yl)methyl)-2-phenylpropanamide